OC(C(=O)[O-])CCCC(=O)[O-] 2-hydroxyadipate